6-Chloro-7-methoxy-4-methyl-3,4-dihydro-2H-benzo[b][1,4]thiazinine ClC1=CC2=C(SCCN2C)C=C1OC